tert-butyl 4-chloro-7-({5-[4-(2-hydroxyethoxy)piperidin-1-yl]pyridin-2-yl}amino)-1-oxo-3H-isoindole-2-carboxylate ClC1=C2CN(C(C2=C(C=C1)NC1=NC=C(C=C1)N1CCC(CC1)OCCO)=O)C(=O)OC(C)(C)C